C(CCCCCCC\C=C/CCCCCCCC)(=O)OC methyl oleate